C(C)C=1C=C(C=C(C1O)C)C1=CC(=C(C(=C1)C)O)CC 3,3'-diethyl-5,5'-dimethyl[1,1'-biphenyl]-4,4'-diol